(R)-2-(2-Chloro-5-isopropyl-8-oxothieno[2',3':4,5]pyrrolo[1,2-d][1,2,4]triazin-7(8H)-yl)-N-(1-(cyclopropylmethyl)piperidin-3-yl)acetamide ClC1=CC2=C(C=C3N2C(=NN(C3=O)CC(=O)N[C@H]3CN(CCC3)CC3CC3)C(C)C)S1